(S)-N-(1-amino-3-hydroxy-1-oxopropan-2-yl)-5-((4-chloro-1-isopropyl-1H-pyrazol-5-yl)-methoxy)-2-methylbenzofuran-3-carboxamide NC([C@H](CO)NC(=O)C1=C(OC2=C1C=C(C=C2)OCC2=C(C=NN2C(C)C)Cl)C)=O